spiro[cyclopropane-1,2'-pyrrolizine]-7a'(5'H)-carboxylate C1C2(CN3CC=CC13C(=O)[O-])CC2